FC12CC(C1)(C2)COC2=NN(C=C2)C(=O)OC(C)(C)C tert-Butyl 3-[(3-fluoro-1-bicyclo[1.1.1]pentanyl)methoxy]pyrazole-1-carboxylate